6-(6-fluoro-1,2,3,4-tetrahydroquinoline-1-carbonyl)-1-(prop-2-yn-1-yl)-1,2-dihydropyridin-2-one FC=1C=C2CCCN(C2=CC1)C(=O)C1=CC=CC(N1CC#C)=O